CN1C(N(C2=C1C(=CC=C2)CN2CCC(CC2)COC2CCNCC2)C2C(NC(CC2)=O)=O)=O 3-[3-Methyl-2-oxo-4-[[4-(4-piperidyloxymethyl)-1-piperidyl]methyl]benzimidazol-1-yl]piperidine-2,6-dione